1,2-Bis(eicosenoyl)-sn-glycero-3-phosphorylcholine C(C=CCCCCCCCCCCCCCCCCC)(=O)OC[C@@H](OC(C=CCCCCCCCCCCCCCCCCC)=O)COP(=O)(O)OCC[N+](C)(C)C